tert-butyl (1R,4R)-5-(2-methyl-6-(methyl carbamoyl)pyridin-3-yl)-2,5-diazabicyclo[2.2.1]heptan-2-carboxylate CC1=NC(=CC=C1N1[C@H]2CN([C@@H](C1)C2)C(=O)OC(C)(C)C)C(NC)=O